C(C)OC(=O)[C@H]1[C@@H](C1)C1=CC(=CC=C1)C1(OC1CO)C |r| Racemic-(1r,2r)-2-(3-(3-(hydroxymethyl)-2-methyl-oxiran-2-yl)phenyl)cyclopropane-1-carboxylic acid ethyl ester